FC(O[C@@H]1C[C@H](CCC1)N1N=C(C2=C1CC([C@H]2O)(F)F)C(F)(F)F)F (4S)-1-[(1S,3S)-3-(difluoromethoxy)cyclohexyl]-5,5-difluoro-3-(trifluoromethyl)-1H,4H,5H,6H-cyclopenta[c]pyrazol-4-ol